N(=NC1(CCCCC1)C#N)C1(CCCCC1)C#N azodi(cyclohexanenitrile)